(3R,5R,8R,9R,10S,13S,14S,17S)-N-(5-cyanopyridin-2-yl)-3-hydroxy-3-(methoxymethyl)-13-methylhexadecahydro-1H-cyclopenta[a]phenanthrene-17-carboxamide C(#N)C=1C=CC(=NC1)NC(=O)[C@H]1CC[C@H]2[C@@H]3CC[C@@H]4C[C@](CC[C@@H]4[C@H]3CC[C@]12C)(COC)O